6-(4-Methylphenylethoxy)-1H-indole CC1=CC=C(C=C1)CCOC1=CC=C2C=CNC2=C1